7-azabenzotriazol-1-yl-oxytri(pyrrolidinyl)phosphonium hexafluorophosphate F[P-](F)(F)(F)(F)F.N1(N=NC2=C1N=CC=C2)O[P+](N2CCCC2)(N2CCCC2)N2CCCC2